Cobalt cobalt acetate C(C)(=O)[O-].[Co+2].[Co+2].C(C)(=O)[O-].C(C)(=O)[O-].C(C)(=O)[O-]